4-Bromo-3-(trifluoromethyl)benzenesulfonamide BrC1=C(C=C(C=C1)S(=O)(=O)N)C(F)(F)F